N-(4'-Fluoro-2'-(4-methyl-4H-1,2,4-triazol-3-yl)-[1,1'-biphenyl]-3-yl)-5-(((1-methylcyclobutyl)amino)methyl)-2-oxo-1-(2,2,2-trifluoroethyl)-1,2-dihydropyridine-3-carboxamide FC1=CC(=C(C=C1)C1=CC(=CC=C1)NC(=O)C=1C(N(C=C(C1)CNC1(CCC1)C)CC(F)(F)F)=O)C1=NN=CN1C